N1(N=NC=C1)C1=C(C=C(C=N1)NC(=O)C=1C=NN(C1C(F)(F)F)C=1C=2C3=C(C(NC3=CC1)=C=O)C=CC2)C(F)(F)F N-(6-(1H-1,2,3-triazol-1-yl)-5-(trifluoromethyl)pyridin-3-yl)-1-(2-carbonyl-1,2-dihydrobenzo[cd]indol-6-yl)-5-(trifluoromethyl)-1H-pyrazole-4-carboxamide